N-(2-(2-oxo-imidazolidin-1-yl)ethyl)methacrylamide 3-phenylpropionate C1(=CC=CC=C1)CCC(=O)O.O=C1N(CCN1)CCNC(C(=C)C)=O